(R)-2-methyl-2-((trityloxy)methyl)oxirane C[C@]1(OC1)COC(C1=CC=CC=C1)(C1=CC=CC=C1)C1=CC=CC=C1